[Cu]=O.[Sr].[Bi] bismuth-strontium-copper-oxide